(2-Chloroethyl)triethoxysilan ClCC[Si](OCC)(OCC)OCC